ethyl 2-(4-methyl-5-(4,4,5,5-tetramethyl-1,3,2-dioxaborolan-2-yl)-1H-indazol-1-yl)acetate CC1=C2C=NN(C2=CC=C1B1OC(C(O1)(C)C)(C)C)CC(=O)OCC